3-[1-(Oxan-2-yl)-1H-1,2,3,4-tetrazol-5-yl]benzaldehyde O1C(CCCC1)N1N=NN=C1C=1C=C(C=O)C=CC1